4-methoxy-N-(p-tolyl)benzamide COC1=CC=C(C(=O)NC2=CC=C(C=C2)C)C=C1